CC(C)(C=CC(C)(OOC(C)(C)C)C)OOC(C)(C)C 2,5-dimethyl-2,5-di-(t-butylperoxy)-3-hexene